NC([C@H](CCC(=O)OC(C)(C)C)N1C(C2=CC=CC(=C2C1)OCC1=C(C=C(C=C1F)SC1CCN(CC1)C1=C(C=C(C=C1)C#N)F)F)=O)=O Tert-butyl (S)-5-amino-4-(4-((4-((1-(4-cyano-2-fluorophenyl)piperidin-4-yl)thio)-2,6-difluorobenzyl)oxy)-1-oxoisoindolin-2-yl)-5-oxopentanoate